trans-7-tetradecenyl acetate C(C)(=O)OCCCCCC\C=C\CCCCCC